ClC1=CC=C(CC2=NC=CC(=N2)OC2CCN(CC2)CC2=NC3=C(N2C[C@H]2OCC2)C=CC(=C3)C(=O)OC)C=C1 methyl (S)-2-((4-((2-(4-chlorobenzyl)pyrimidin-4-yl)oxy)piperidin-1-yl)methyl)-1-(oxetan-2-ylmethyl)-1H-benzo[d]imidazole-5-carboxylate